((2R,3S,4R,5S)-5-(4-aminopyrrolo[2,1-f][1,2,4]triazin-7-yl)-2-cyano-3,4-dihydroxytetrahydrofuran-2-yl)methyl cyclopropanecarboxylate C1(CC1)C(=O)OC[C@]1(O[C@H]([C@@H]([C@@H]1O)O)C1=CC=C2C(=NC=NN21)N)C#N